4,6-dimethyl-N2-[5-(1-methyl-2,3,4,7-tetrahydroazepin-5-yl)-2,3-dihydro-1,4-benzodioxin-7-yl]pyridine-2,4-diamine CC1(CC(=NC(=C1)C)NC=1C=C(C2=C(OCCO2)C1)C=1CCCN(CC1)C)N